(isopropylsulfonyl)-2-nitrobenzene C(C)(C)S(=O)(=O)C1=C(C=CC=C1)[N+](=O)[O-]